N-(1-(4,4-difluoropiperidin-1-yl)-2,7-naphthyridin-3-yl)-4-iodo-2-(6-azaspiro[2.5]Octan-6-yl)benzamide tert-butyl-(2R,6S)-4-(7-bromo-1H-indol-4-yl)-2,6-dimethylpiperazine-1-carboxylate C(C)(C)(C)OC(=O)N1[C@@H](CN(C[C@@H]1C)C1=C2C=CNC2=C(C=C1)Br)C.FC1(CCN(CC1)C1=NC(=CC2=CC=NC=C12)NC(C1=C(C=C(C=C1)I)N1CCC2(CC2)CC1)=O)F